FC(C1=CC=CC(=N1)NC(=O)C=1C(=CC=2N(C1)C=C(N2)C2CCN(CC2)C(CN2CCC(CC2)C2=CC=C(C=C2)C2C(NC(CC2)=O)=O)=O)OC(C)C)F N-[6-(difluoromethyl)-2-pyridinyl]-2-[1-[2-[4-[4-(2,6-dioxo-3-piperidinyl)phenyl]-1-piperidinyl]acetyl]-4-piperidinyl]-7-isopropoxy-imidazo[1,2-a]pyridine-6-carboxamide